COC1=CC=C(C=C1)C=1SC=C(N1)C(=O)N[C@@H](CO)C(=O)OC methyl (2-(4-methoxyphenyl)thiazole-4-carbonyl)-L-serinate